4-amino-1-(perfluoroethyl)cyclohexane-1-ol hydrochloride Cl.NC1CCC(CC1)(O)C(C(F)(F)F)(F)F